FC(C1=CC=C(O1)B(O)O)(F)F [5-(trifluoromethyl)-2-furyl]boronic acid